ClCC1=C(C=C(C=N1)NC(=O)C=1C(=NN(C1)C1=CC=C(C=C1)F)C)C(F)(F)F N-[6-(chloromethyl)-5-(trifluoromethyl)pyridin-3-yl]-1-(4-fluorophenyl)-3-methyl-1H-pyrazole-4-carboxamide